sodium mannonate O=C([C@@H](O)[C@@H](O)[C@H](O)[C@H](O)CO)[O-].[Na+]